ClC1=C(C=C(N=N1)N1C[C@H](OCC1)CO)C(F)F [(2S)-4-[6-chloro-5-(difluoromethyl)pyridazin-3-yl]morpholin-2-yl]methanol